FC(C=1N=CC=2N(C1)C(=CN2)C2=NC=CC(=N2)N2CC(CC2)N2N=CC(=C2)N)(F)F 1-(1-(2-(6-(Trifluoromethyl)imidazo[1,2-a]pyrazin-3-yl)pyrimidin-4-yl)pyrrolidin-3-yl)-1H-pyrazol-4-amine